N1CC(CC1)C(=O)[O-] pyrrolidine-3-carboxylate